5-methyl-7-(6-(4,4,5,5-tetramethyl-1,3,2-dioxaborolan-2-yl)pyridin-3-yl)-5H-pyrido[4,3-b]indole CN1C2=C(C=3C=CC(=CC13)C=1C=NC(=CC1)B1OC(C(O1)(C)C)(C)C)C=NC=C2